[3-(methyldibutoxylsilyl) propyl] sulfide C[Si](CCCSCCC[Si](C)(OCCCC)OCCCC)(OCCCC)OCCCC